C(C1=CC=CC=C1)(=O)NC=1C=C2C(=CNC2=CC1)C=1CCN(CC1)C(C)(C)C 5-benzoylamino-3-(1-(tert-butyl)-1,2,3,6-tetrahydropyridin-4-yl)-1H-indole